BrC=1C(=NC(=NC1)NC1=C(C=C(C(=C1)C)N1CCC(CC1)N1CCN(CC1)C)OCC(F)(F)F)NC1=C(C=CC(=C1)F)C(C)(C)O 2-(2-((5-Bromo-2-((5-methyl-4-(4-(4-methylpiperazin-1-yl)piperidin-1-yl)-2-(2,2,2-Trifluoroethoxy)phenyl)amino)pyrimidin-4-yl)amino)-4-fluorophenyl)propan-2-ol